1-(2-((2-ethoxy-4-(4-methyl-4H-1,2,4-triazol-3-yl)phenyl)amino)-6-methylpyrido[3,4-d]pyrimidin-8-yl)-3-isopropylazetidine-3-carbonitrile C(C)OC1=C(C=CC(=C1)C1=NN=CN1C)NC=1N=CC2=C(N1)C(=NC(=C2)C)N2CC(C2)(C#N)C(C)C